S(C)(=O)(=O)[O-].[Sc+3].S(C)(=O)(=O)[O-].S(C)(=O)(=O)[O-] scandium (III) mesylate